(3S,4R)-1-(3,4,5-trimethoxyphenyl)-4-(3-hydroxy-4-methoxyphenyl)-3-(2-aminoacetamidomethyl)azetidin-2-one COC=1C=C(C=C(C1OC)OC)N1C([C@H]([C@@H]1C1=CC(=C(C=C1)OC)O)CNC(CN)=O)=O